3-Chloro-4-(4'-fluorophenyl)-N-methylpyridine iodide [I-].ClC=1CN(C=CC1C1=CC=C(C=C1)F)C